4-(2-Amino-2-methylpropanoyl)-N-(1-(4-((2-(aminomethyl)morpholino)methyl)phenyl)-2-oxo-1,2-dihydropyrimidin-4-yl)piperazine-1-carboxamide hydrochloride salt Cl.NC(C(=O)N1CCN(CC1)C(=O)NC1=NC(N(C=C1)C1=CC=C(C=C1)CN1CC(OCC1)CN)=O)(C)C